C12COCC(N1[C@H]1CCC3=C(CC1)C=C(C=C3)C=3C=C1C(=NC3)NC=C1C=1C=CC(=NC1)C1=C(C=CC=C1)C(C)(C)O)C2 2-[2-(5-{5-[(7S)-7-{3-Oxa-6-azabicyclo[3.1.1]heptan-6-yl}-6,7,8,9-tetrahydro-5H-benzo[7]annulen-2-yl]-1H-pyrrolo[2,3-b]pyridin-3-yl}pyridin-2-yl)phenyl]propan-2-ol